3-(azidomethyl)-5,6-dichloro-1H-indole N(=[N+]=[N-])CC1=CNC2=CC(=C(C=C12)Cl)Cl